benzothiophene-3(2H)-one S1CC(C2=C1C=CC=C2)=O